OC(=CC(=O)O)CCCCCCCCCC(C)O 3,13-dihydroxytetradecenoic acid